bis(2-(2-pyridyl)phenol) beryllium [Be].N1=C(C=CC=C1)C1=C(C=CC=C1)O.N1=C(C=CC=C1)C1=C(C=CC=C1)O